ClC=1C=CC2=C(C(C[C@@H](O2)C(=O)NC23CC(C2)(C3)N3C(OC(C3)COC3=CC(=CC(=C3)C)C)=O)=O)C1 (2R)-6-chloro-N-(3-{5-[(3,5-dimethylphenoxy)methyl]-2-oxo-1,3-oxazolidin-3-yl}bicyclo[1.1.1]pentan-1-yl)-4-oxo-3,4-dihydro-2H-1-benzopyran-2-carboxamide